BrC=1C=C(C2=C(N=C(O2)C)C1)C D-5-bromo-2,7-dimethylbenzo[D]oxazole